methyl 3-[(cyanomethyl)amino]-4-[(5R)-6-[(5-methoxy-7-methyl-1H-indol-4-yl)methyl]-6-azaspiro[2.5]octan-5-yl]benzoate C(#N)CNC=1C=C(C(=O)OC)C=CC1[C@H]1CC2(CC2)CCN1CC1=C2C=CNC2=C(C=C1OC)C